C(C([2H])([2H])[2H])(N1N=CC(=C1)CO)([2H])[2H] (1-(ethyl-d5)-1H-pyrazol-4-yl)methanol